(9aR,10S)-10-((S)-(4-fluorophenyl)(3-methoxyphenyl)methyl)-4-hydroxy-8,9,9a,10-tetrahydro-7H-pyrrolo[1',2':4,5]pyrazino[1,2-b]pyridazine-3,5-dione FC1=CC=C(C=C1)[C@H]([C@H]1[C@@H]2N(C(C=3N1N=CC(C3O)=O)=O)CCC2)C2=CC(=CC=C2)OC